9-(4-(1H-pyrazol-1-yl)benzyl)-2-(1-methyl-1H-indol-7-yl)-7,9-dihydro-8H-purin-8-one N1(N=CC=C1)C1=CC=C(CN2C3=NC(=NC=C3NC2=O)C=2C=CC=C3C=CN(C23)C)C=C1